N-[(2S)-1-hydroxypropan-2-yl]-1-methyl-3-{2-[(1,2,3-trimethyl-1H-indol-5-yl)amino]pyrimidin-4-yl}-1H-pyrazole-5-carboxamide OC[C@H](C)NC(=O)C1=CC(=NN1C)C1=NC(=NC=C1)NC=1C=C2C(=C(N(C2=CC1)C)C)C